(N-methylmethanesulfonamido)pyrazine-2-carboxylic acid CN(S(=O)(=O)C)C=1C(=NC=CN1)C(=O)O